3-(2-(Chloro(cyclobutyl)methoxy)-2,2-diphenylacetoxy)spiro[bicyclo[3.2.1]octane-8,1'-pyrrolidin]-8-ium trifluoromethanesulfonate FC(S(=O)(=O)[O-])(F)F.ClC(OC(C(=O)OC1CC2CCC(C1)[N+]21CCCC1)(C1=CC=CC=C1)C1=CC=CC=C1)C1CCC1